(2R)-2-(isopropylamino)-6-(piperidin-1-yl)hexanoic acid methyl ester COC([C@@H](CCCCN1CCCCC1)NC(C)C)=O